FC1=CC(=C(C=C1)C(C)N1C[C@@H](N(C[C@H]1C)C1=CC(N(C=2C=CC(=NC12)C#N)C)=O)C)COC 8-[(2S,5R)-4-(1-(4-fluoro-2-(methoxymethyl)phenyl)ethyl)-2,5-dimethylpiperazin-1-yl]-5-methyl-6-oxo-5,6-dihydro-1,5-naphthyridine-2-carbonitrile